C(#C)C1=NC2=CC(=CC=C2C=N1)C1=C(C2=C(N=CN=C2N)N1C)C1=CC(=C(C=C1)OC1=NC=CC(=N1)C)F 6-(2-ethynylquinazolin-7-yl)-5-(3-fluoro-4-((4-methylpyrimidin-2-yl)oxy)phenyl)-7-methyl-7H-pyrrolo[2,3-d]pyrimidin-4-amine